N-(3-(4-chloro-1H-pyrazol-1-yl)-4-hydroxyphenyl)-4-methylbenzenesulfonamide ClC=1C=NN(C1)C=1C=C(C=CC1O)NS(=O)(=O)C1=CC=C(C=C1)C